N1=CC=CC2=CC=CC(=C12)S(=O)(=O)C1=CC=C(C=C1)CNC(=O)C1=CC=2C(=CN=CC2)S1 N-{[4-(quinoline-8-sulfonyl)phenyl]methyl}thieno[2,3-c]pyridine-2-carboxamide